2-(4-dimethylphosphorylphenyl)-4,4,5,5-tetramethyl-1,3,2-dioxaborolane CP(=O)(C)C1=CC=C(C=C1)B1OC(C(O1)(C)C)(C)C